1,1,2,2-tetrakis-([1,1'-biphenyl]-4-yl)ethylene C1(=CC=C(C=C1)C(=C(C1=CC=C(C=C1)C1=CC=CC=C1)C1=CC=C(C=C1)C1=CC=CC=C1)C1=CC=C(C=C1)C1=CC=CC=C1)C1=CC=CC=C1